S1C=NC2=C1C(=CC=C2)C=2C=C1CCN(CC1=CC2)C(=O)NC=2N=C(SC2)C#C 6-(Benzo[d]thiazol-7-yl)-N-(2-ethynylthiazol-4-yl)-3,4-dihydroisoquinoline-2(1H)-carboxamide